OC=1C(C=CC=C(C1)C(C)C)=O 2-hydroxy-4-(1-methylethyl)-2,4,6-cycloheptatrien-1-one